COC(C1=CC(=CC(=C1)C(F)(F)F)C#C)=O 3-ethynyl-5-(trifluoromethyl)benzoic acid methyl ester